3-((6-((1-acryloylpiperidin-4-yl)oxy)-7-methoxyquinazolin-4-yl)amino)-3-(3-chlorophenyl)propanoic acid C(C=C)(=O)N1CCC(CC1)OC=1C=C2C(=NC=NC2=CC1OC)NC(CC(=O)O)C1=CC(=CC=C1)Cl